C(#N)C1=C(C=CC(=C1)C(F)(F)F)N1CCC(CC1)(C(=O)N[C@H]1CN(CC1)C)C=1C=CC(=NC1)C=1C(=NC=CC1)OC(F)F 1-[2-cyano-4-(trifluoromethyl)phenyl]-4-[2'-(difluoromethoxy)-[2,3'-bipyridinyl]-5-yl]-N-[(3R)-1-methylpyrrolidin-3-yl]piperidine-4-carboxamide